FC(OC1=C(C(=C(C(=C1F)F)F)F)S(=O)(=O)N1C[C@H](CC[C@@H]1C)NC=1C2=C(N=CN1)NC=C2)F N-((3S,6S)-1-((2-(difluoromethoxy)-3,4,5,6-tetrafluorophenyl)sulfonyl)-6-methylpiperidin-3-yl)-7H-pyrrolo[2,3-d]pyrimidin-4-amine